N12CC2(C1)C1(CSC1)O 3-(1-azabicyclo[1.1.0]butan-3-yl)thietan-3-ol